5,7-Dihydroxy-2-(4-hydroxyphenyl)-4H-chromen-4-one OC1=C2C(C=C(OC2=CC(=C1)O)C1=CC=C(C=C1)O)=O